methyl (2R)-2-methoxy-6-methylenetetrahydro-1H-pyrrolizine-7a(5H)-carboxylate CO[C@@H]1CC2(CC(CN2C1)=C)C(=O)OC